(1R,2S,5R)-2-isopropyl-5-methylcyclohexyl cyclopentanecarboxylate C1(CCCC1)C(=O)O[C@H]1[C@@H](CC[C@H](C1)C)C(C)C